ClC1=CC=C(C(=N1)C(=O)O)N[C@H](C)C1=C2N=C(C(=NC2=CC(=C1)C)C#N)N1C(C(OCC1)C)C 6-chloro-3-(((1R)-1-(2-cyano-3-(2,3-dimethylmorpholino)-7-methylquinoxalin-5-yl)ethyl)amino)picolinic acid